C(C1=CC=CC=C1)OCC1=NC(=C2C(N1)=C(C=N2)Br)Cl (benzyloxymethyl)-7-bromo-4-chloro-pyrrolo[3,2-d]pyrimidine